BrC=1C=CC=2N(C(C(=C(N2)Cl)C)=O)C1 7-bromo-2-chloro-3-methyl-4H-pyrido[1,2-a]pyrimidin-4-one